FC(OC1=C(C=CC=C1)NC(C1=CC=C(C=C1)S(NC1=C(C=CC=C1)F)(=O)=O)=O)F N-(2-(difluoromethoxy)phenyl)-4-(N-(2-fluorophenyl)sulfamoyl)benzamide